C(C1=CC=CC=C1)N1C2CN(C(C1)C2)C2=NC1=CC=CC=C1C(=N2)NC=2C=NNC2 2-(5-benzyl-2,5-diazabicyclo[2.2.1]heptan-2-yl)-N-(1H-pyrazol-4-yl)quinazolin-4-amine